C(C)N(CC)CC[NH-] diethylaminoethyl-amide